ethoxy-5-[(2R)-2-ethyl-4-[6-methoxy-2-(trifluoromethyl)pyridine-3-carbonyl]piperazin-1-yl]-N-[(3R,4R)-4-fluoro-1-methylpyrrolidin-3-yl]-[2,3'-bipyridine]-6-carboxamide C(C)OC=1C(=NC(=C(C1)N1[C@@H](CN(CC1)C(=O)C=1C(=NC(=CC1)OC)C(F)(F)F)CC)C(=O)N[C@@H]1CN(C[C@H]1F)C)C=1C=NC=CC1